CCCCCN=C(N)N/N=C/C1=CNC2=C1C=C(C=C2)OC The molecule is a member of guanidines, a carboxamidine, a member of hydrazines and a member of indoles. It has a role as a serotonergic agonist and a gastrointestinal drug.